(R)-8-((1s,4S)-4-(tert-butyl)cyclohexyl)-9-oxooctahydro-2H-pyrazino[1,2-a]pyrazine-2-carbonitrile C(C)(C)(C)C1CCC(CC1)N1C([C@@H]2N(CCN(C2)C#N)CC1)=O